1-(beta-carboxymethyloxyethyl)-1-(carboxy-methyl)-2-laurylimidazolinium C(=O)(O)COCC[N+]1(C(=NCC1)CCCCCCCCCCCC)CC(=O)O